C(C1=CC=CC=C1)O[C@H]1[C@H](O[C@@H]2OC(O[C@@H]21)(C)C)[C@H]2OC2 (3aR,5R,6S,6aR)-6-(benzyloxy)-2,2-dimethyl-5-((S)-oxiran-2-yl)tetrahydrofuro[2,3-d][1,3]dioxole